(3-((4-(dodecyloxy)-4-oxobutyl)(2-hydroxyethyl)amino)propyl)azane C(CCCCCCCCCCC)OC(CCCN(CCCN)CCO)=O